gold-copper-titanium-aluminum [Al].[Ti].[Cu].[Au]